NC(CCC(C(=O)[O-])C=1C(=NC2=CC=CC(=C2C1)F)C)=O 5-amino-2-(5-fluoro-2-methylquinolin-3-yl)-5-oxopentanoate